C1(CC1)OC=1C=CC2=C(C3=C(S2)C=CC(=C3)[C@@]3(CS(C(C(N3)=N)(C)C)(=O)=O)C)C1 (R)-5-(8-Cyclopropoxydibenzo[b,d]thiophen-2-yl)-3-imino-2,2,5-trimethylthiomorpholine 1,1-dioxide